C(C)(C)(CC(C)(C)C)C1=CC=C(OCC(=O)O)C=C1 p-tert-octyl-phenoxyacetic acid